ClC1=CC=CC=2C=3N(C(=NC12)N[C@H]1C(NCCN(C1)C(=O)OCC1=CC=CC=C1)=O)N=C(N3)C=3C=NN(C3)C3CC3 benzyl (6R)-6-{[7-chloro-2-(1-cyclopropyl-1H-pyrazol-4-yl)[1,2,4]triazolo[1,5-c]quinazolin-5-yl] amino}-5-oxo-1,4-diazepane-1-carboxylate